FC1=C(OC2=CC=NC3=CC(=C(C=C23)C(=O)NC)OC)C=CC(=C1)NC(=O)C=1C(C(=CN2CCCC12)C1=CC=C(C=C1)F)=O 4-[2-fluoro-4-[[6-(4-fluorophenyl)-7-oxo-2,3-dihydro-1H-indolizine-8-carbonyl]amino]phenoxy]-7-methoxy-N-methylquinoline-6-carboxamide